5-(1-(2-((6-amino-5-methylpyridin-3-yl)amino)-2-oxoacetyl)-5-methylpiperidin-2-yl)-N-methylthiophene-2-carboxamide NC1=C(C=C(C=N1)NC(C(=O)N1C(CCC(C1)C)C1=CC=C(S1)C(=O)NC)=O)C